C1(CC1)C=1N=CN(C1)C=1C=C(C=CC1)C1=NNC2=CC=C(C=C12)C1=NN=CN1[C@@H](CO)C (R)-2-(3-(3-(3-(4-cyclopropyl-1H-imidazol-1-yl)phenyl)-1H-indazol-5-yl)-4H-1,2,4-triazol-4-yl)propan-1-ol